NC1=NC=C(C2=C1COC2)NC(C(=O)N2C(CC[C@@H](C2)C)C2=CC=1C(=NON1)C=C2)=O N-(4-amino-1,3-dihydro-furo[3,4-c]pyridin-7-yl)-2-((5S)-2-(benzo[c][1,2,5]oxadiazol-5-yl)-5-methylpiperidin-1-yl)-2-oxoacetamide